C(=C)OC(CC)O 1-Hydroxypropyl Vinyl Ether